C(C)C(C(C)C)C(C)C 3-ethyl-2,4-dimethylpentane